COC1=C(N)C=CC(=C1)N1CCC(CC1)N1CCN(CC1)C 2-methoxy-4-(4-(4-methylpiperazine-1-yl)piperidin-1-yl)aniline